Cl.C1(=CC=C(C=C1)C#N)C1=CC=CC=C1 [1,1'-biphenyl]-4-carbonitrile hydrochloride